C(C1=CC=CC=C1)N1C2=NC=NC(=C2N=C1C1=C(C=C(OCCN2CC3(CCN3C(=O)OC(C)(C)C)C2)C=C1)Cl)OC1(CC1)C Tert-butyl 6-(2-(4-(9-benzyl-6-(1-methylcyclopropoxy)-9H-purin-8-yl)-3-chlorophenoxy)ethyl)-1,6-diazaspiro[3.3]heptane-1-carboxylate